(3S,4R,5S,6S)-6-((4-((dihexadecylamino)methyl)-1H-1,2,3-triazol-1-yl)methyl)tetrahydro-2H-pyran-2,3,4,5-tetraol C(CCCCCCCCCCCCCCC)N(CCCCCCCCCCCCCCCC)CC=1N=NN(C1)C[C@H]1[C@H]([C@H]([C@@H](C(O1)O)O)O)O